C[N+](CC1=CC=C(C=C1)OC)(CC)C N,N-Dimethyl-N-ethyl-N-(4-methoxy-benzyl)ammonium